2,5-bis(2-decyltetradecyl)pyrrolo[3,4-c]pyrrole-1,4(2H,5H)-dione C(CCCCCCCCC)C(CN1C(C2=CN(C(C2=C1)=O)CC(CCCCCCCCCCCC)CCCCCCCCCC)=O)CCCCCCCCCCCC